CC1=NNC(=C1C1=CC2=C(N=C(S2)NC(=O)[C@@H]2CNCC2)C=C1)C (S)-N-(6-(3,5-dimethyl-1H-pyrazol-4-yl)benzo[d]thiazol-2-yl)pyrrolidine-3-carboxamide